2,3,5,6-tetrafluoroterephthalic acid, isocyanate FC1=C(C(=O)N=C=O)C(=C(C(=C1F)C(=O)N=C=O)F)F